N-((5-ethyl-6-methoxy-1H-indol-2-yl)methyl)-1-methylcyclopropane-1-carboxamide C(C)C=1C=C2C=C(NC2=CC1OC)CNC(=O)C1(CC1)C